2-methyl-5-(4-(trifluoromethoxy)phenyl)oxazole CC=1OC(=CN1)C1=CC=C(C=C1)OC(F)(F)F